C(#N)C1=CC=C(C=C1)NC(=O)C12C(C(=NO1)C=1C=NC=CC1)C1CCC2C1 N-(4-cyanophenyl)-3-(pyridin-3-yl)-3a,4,5,6,7,7a-hexahydro-4,7-methylenebenzo[d]isoxazole-7a-carboxamide